N1=C(C=CC=C1)NC(=O)C1=CC=C(C=C1)C1=C2C=NC=NC2=C(C=C1)C=1CN(CCC1)C(=O)OC(C)(C)C tert-butyl 3-(5-(4-(pyridin-2-ylcarbamoyl) phenyl) quinazolin-8-yl)-5,6-dihydropyridine-1(2H)-carboxylate